docosandioic acid C(CCCCCCCCCCCCCCCCCCCCC(=O)O)(=O)O